C(CCCCCCCC)OC(CCCCCCCC\C=C/CCO)OCCCCCCCCC (3Z)-13,13-dinonyloxy-3-tridecen-1-ol